4-((R)-1,2-Dihydroxyethyl)-6-(4'-fluoro-biphenyl-4-yl)pyridine-2-carboxylic acid amide O[C@@H](CO)C1=CC(=NC(=C1)C1=CC=C(C=C1)C1=CC=C(C=C1)F)C(=O)N